C1N(CC12CCNCC2)C=2N=CN=NC2OC2=C(C(=O)N(C(C)C)CC)C=C(C=C2)F 2-[(5-{2,7-diazaspiro[3.5]nonan-2-yl}-1,2,4-triazin-6-yl)oxy]-N-ethyl-5-fluoro-N-(propan-2-yl)benzamide